Methyl (E)-3-(benzo[d][1,3]dioxol-5-yl)acrylate O1COC2=C1C=CC(=C2)/C=C/C(=O)OC